4,5-diamino-1-(2-hydroxyethyl)-3-methylpyrazole NC=1C(=NN(C1N)CCO)C